ClC1=C(C=C(C=C1)N(C(=O)[C@H]1N(C(C=C1)=O)C1=NC=CC(=C1)C#N)[C@]1(CCC2=CC=CC=C12)C(NC1CC(C1)(F)F)=O)F (S)-N-(4-chloro-3-fluorophenyl)-1-(4-cyanopyridin-2-yl)-N-((S)-1-((3,3-difluorocyclobutyl)carbamoyl)-2,3-dihydro-1H-inden-1-yl)-5-oxopyrrole-2-carboxamide